(s)-N-[4-[8-amino-3-(trideuteriomethyl)-5-(trifluoromethyl)imidazo[1,5-a]pyrazin-1-yl]-3-fluoro-phenyl]-2-[3-fluoro-5-(trifluoromethyl)phenyl]-2-hydroxy-acetamide NC=1C=2N(C(=CN1)C(F)(F)F)C(=NC2C2=C(C=C(C=C2)NC([C@@H](O)C2=CC(=CC(=C2)C(F)(F)F)F)=O)F)C([2H])([2H])[2H]